C(C(=C)C)(=O)OCC1=CC(OC)C(O)(C(OC)=C1)C(CC)(CC)CC 4-(3-ethylpentan-3-yl)-syringyl methacrylate